(E)-acrylic acid C(C=C)(=O)O